(2E)-2-[2-[[(E)-[3-(4-fluorophenyl)-1-methyl-prop-2-ynylidene]amino]oxymethyl]-3-methyl-phenyl]-2-methoxyimino-N-methyl-acetamide FC1=CC=C(C=C1)C#C\C(\C)=N\OCC1=C(C=CC=C1C)\C(\C(=O)NC)=N/OC